[N+]=1(C(=CC=CC1)C1=NC(=CC=C1)C=1[N+](=CC=CC1)[O-])[O-] [2,2':6',2''-terpyridine] 1,1''-dioxide